(4-iodobenzyl)morpholine IC1=CC=C(CN2CCOCC2)C=C1